((S)-pyrrolidin-2-yl)-3,4-dihydro-1H-[1,4]oxazine N1[C@@H](CCC1)C1OC=CNC1